iron-titanium scandium manganese [Mn].[Sc].[Ti].[Fe]